FC1=C(C(=C(C(=C1F)C(C)O)F)F)O 2,3,5,6-tetrafluoro-4-(1-hydroxyethyl)phenol